BrC1=C(C(=C(C(=C1)Cl)O)CNCC1=CC(=NC=C1)OC)C 4-bromo-6-chloro-2-({[(2-methoxypyridin-4-yl)methyl]amino}methyl)-3-methylphenol